(S)-2-(2-fluoro-[1,1'-biphenyl]-4-yl)propionic acid FC1=C(C=CC(=C1)[C@@H](C(=O)O)C)C1=CC=CC=C1